N-[(S)-1-(3,5-dimethoxyphenyl)ethyl]-4-[(3R,5S)-3,5-dimethyl-1-piperazinyl]-8-cyclopropyl-6-methyl-1,7-diaza-3-naphthamide COC=1C=C(C=C(C1)OC)[C@H](C)NC(=O)C=1C=NC2=C(N=C(C=C2C1N1C[C@H](N[C@H](C1)C)C)C)C1CC1